CCCC=CCCC 4-Octen